2-amino-3-(1H-indolyl)propionic acid NC(C(=O)O)CN1C=CC2=CC=CC=C12